C(C)C1(N(C(N(C1=O)CC1=CC(=C(OC(C(=O)O)(C)C)C(=C1)C)C)=O)C1=CC=C(C=C1)C(F)(F)F)C 2-(4-((4-Ethyl-4-methyl-2,5-dioxo-3-(4-(trifluoromethyl)-phenyl)imidazolin-1-yl)methyl)-2,6-dimethylphenoxy)-2-meth-ylpropionic acid